4-methyl-N-phenyl-N-(p-tolyl)aniline CC1=CC=C(N(C2=CC=C(C=C2)C)C2=CC=CC=C2)C=C1